S(=O)(=O)(O)CCOCCS(=O)(=O)O sulphoethylether